(S)-6'-(4-(methoxycarbonyl)phenyl)-3',6'-dihydro-[2,4'-bipyridine]-1'(2'H)-carboxylic acid benzyl ester C(C1=CC=CC=C1)OC(=O)N1CCC(=C[C@H]1C1=CC=C(C=C1)C(=O)OC)C1=NC=CC=C1